C1(=CC=C(C=C1)SCCCCCC(C(=O)O)=C)C1=CC=CC=C1 5-([1,1'-biphenyl]-4-ylthio)pentylacrylic acid